O=C(NCCCC(=O)O)CC(CCC(CCNC(CCCC(=O)O)=O)=O)=O 6,15-dioxo-8,11-dioxo-5,14-diaza-nonadecanedioic acid